NC=1N(C(C=2C=C(C(=NC2C1C(=O)N)OCCOC)C)=O)C1=C(C(=CC=C1C)OCOC)C 7-amino-2-(2-methoxyethoxy)-6-(3-(methoxymethoxy)-2,6-dimethylphenyl)-3-methyl-5-oxo-5,6-dihydro-1,6-naphthyridine-8-carboxamide